C(C)OC=1C=C(C=O)C=CC1OC(C)C(\C=C\C1C(C(=CC1)C)(C)C)C (E)-3-ethoxy-4-((3-methyl-5-(2,2,3-trimethylcyclopent-3-en-1-yl)pent-4-en-2-yl)oxy)benzaldehyde